C1(=CC=CC=C1)/C(=C/C(C)=O)/C1=CC=C(C=C1)C(F)(F)F (Z)-4-phenyl-4-(4-(trifluoromethyl)phenyl)-3-buten-2-one